C1=C(C=CC=2C3=CC=CC=C3C=CC12)N (phenanthren-2-yl)-amine